ethyl 8,9-dihydro-1H-dibenzo[3,4:7,8]cycloocta[1,2-c]pyrazole-3-carboxylate N1N=C(C2=C1C1=C(CCC3=C2C=CC=C3)C=CC=C1)C(=O)OCC